(2-((4-fluorophenyl)amino)-4-((2-methoxy-3-(1-methyl-1H-1,2,4-triazol-3-yl)phenyl)amino)pyrimidin-5-yl)propan-1-ol FC1=CC=C(C=C1)NC1=NC=C(C(=N1)NC1=C(C(=CC=C1)C1=NN(C=N1)C)OC)C(CC)O